5-(1H-Imidazol-1-yl)-N-((1r,4r)-4-(2-methoxyethoxy)cyclohexyl)-1H-pyrrolo[3,2-b]pyridine-7-carboxamide N1(C=NC=C1)C1=CC(=C2C(=N1)C=CN2)C(=O)NC2CCC(CC2)OCCOC